3-({[(diethylamino)methoxy]carbonyl}oxy)-2-[(1R,6R)-3-methyl-6-(prop-1-ene-2-yl)cyclohex-2-en-1-yl]-5-pentylphenyl(diethylamino)methyl carbonate C(OC(N(CC)CC)C1=C(C(=CC(=C1)CCCCC)OC(=O)OCN(CC)CC)[C@@H]1C=C(CC[C@H]1C(=C)C)C)([O-])=O